N-(3-methoxypropyl)-N-methylbenzamide COCCCN(C(C1=CC=CC=C1)=O)C